(2R,3S)-2-amino-3-hydroxy-3-(4-nitrophenyl)propanoic acid N[C@@H](C(=O)O)[C@H](C1=CC=C(C=C1)[N+](=O)[O-])O